4-((2-nitro-3-(trifluoromethyl)phenyl)amino)piperidine-1-carboxylic acid tert-butyl ester C(C)(C)(C)OC(=O)N1CCC(CC1)NC1=C(C(=CC=C1)C(F)(F)F)[N+](=O)[O-]